6-bromo-1,2,3,4-tetrahydroquinoline-7-carbonitrile BrC=1C=C2CCCNC2=CC1C#N